(2S,3R,E)-N-benzyl-5-(4-methoxyphenyl)-3-methyl-2-(p-tolyl)pent-4-enamide C(C1=CC=CC=C1)NC([C@@H]([C@@H](\C=C\C1=CC=C(C=C1)OC)C)C1=CC=C(C=C1)C)=O